(4-aminoquinazolin-6-yl)boronic acid NC1=NC=NC2=CC=C(C=C12)B(O)O